(3S,5R,8R,9S,10S,13R,14S,16S,17R)-16-acetoxy-14-hydroxy-10,13-dimethyl-17-(5-oxo-2,5-dihydrofuran-3-yl)hexadecahydro-1H-cyclopenta[a]phenanthren-3-yl 3-oxopiperazine-1-carboxylate O=C1CN(CCN1)C(=O)O[C@H]1CC[C@@]2([C@H]3CC[C@@]4([C@H]([C@H](C[C@@]4([C@@H]3CC[C@@H]2C1)O)OC(C)=O)C=1COC(C1)=O)C)C